β-bromo-β-nitro-styrene BrC(=CC1=CC=CC=C1)[N+](=O)[O-]